N1(N=CC=C1)C1=CC=C(C=C1)NC1CCC(CC1)NC(OC(C)(C)C)=O tert-butyl (4-((4-(1H-pyrazol-1-yl)phenyl)amino)cyclohexyl)carbamate